3',4'-dihydrospiro[azetidine-3,2'-pyrido[3,2-b][1,4]oxazine]-1-carboxylate O1C2=C(NCC13CN(C3)C(=O)[O-])N=CC=C2